BrC=1C=C2C(=C(C=NC2=CC1)S(=O)(=O)N1CCOCC1)NC1=C(C(=O)O)C(=CC=C1)C#N 2-[(6-bromo-3-morpholinosulfonyl-4-quinolyl)amino]-6-cyano-benzoic acid